4-(4-chlorophenyl)-2-methyl-quinazoline ClC1=CC=C(C=C1)C1=NC(=NC2=CC=CC=C12)C